C(C)(=O)C1=NN(C(C=2N1C=C(C2)C(C)C)=O)CC(=O)NC2=NC=NC=C2 2-(4-Acetyl-7-Isopropyl-1-Oxo-Pyrrolo[1,2-d][1,2,4]Triazin-2-yl)-N-Pyrimidin-4-yl-Acetamide